5-(2-amino-[1,2,4]triazolo[1,5-a]pyridin-7-yl)-2-methoxypyridin NC1=NN2C(C=C(C=C2)C=2C=CC(=NC2)OC)=N1